N-(3-Chloro-4-fluorophenyl)-N1-(4-ethylphenyl)-6-morpholin-4-yl-[1,3,5]triazine-2,4-diamine ClC=1C=C(C=CC1F)NC1N(C(=NC(=N1)N)N1CCOCC1)C1=CC=C(C=C1)CC